FC1=C(C=CC(=C1F)C)C=1N=NN(C1)[C@@H]1[C@H]([C@H](O[C@@H]([C@@H]1O)CO)CC1=CC(=NO1)C(CO)(C)C)O (2r,3r,4r,5r,6r)-4-(4-(2,3-difluoro-4-methylphenyl)-1H-1,2,3-triazol-1-yl)-2-((3-(1-hydroxy-2-methylpropan-2-yl)isoxazol-5-yl)methyl)-6-(hydroxymethyl)tetrahydro-2H-pyran-3,5-diol